5-Bromo-1-methyl-3-(5-(methylsulfonyl)pyridin-2-ylamino)pyridin-2(1H)-one BrC=1C=C(C(N(C1)C)=O)NC1=NC=C(C=C1)S(=O)(=O)C